4-((6-Bromo-2-(2,6-dioxopiperidin-3-yl)-1-oxoisoindoline-5-yl)methyl)piperazine BrC1=C(C=C2CN(C(C2=C1)=O)C1C(NC(CC1)=O)=O)CN1CCNCC1